N[C@H](C(=O)O)CC1=CC=C(C=C1)C(C)(C)C (S)-2-amino-3-(4-(tert-butyl)phenyl)propanoic acid